2-methyl-9-(trifluoromethyl)-8,9-dihydropyrazolo[1,5-a]pyrido[2,3-e]pyrimidine-6(7H)-carboxylic acid tert-butyl ester C(C)(C)(C)OC(=O)N1CCC(C2=C1C=NC=1N2N=C(C1)C)C(F)(F)F